ClC1=CC=C(C=C1)C1=CC=C(C=C1)C1=NNC(C1)C=1C=C2N=CC=NC2=CC1 6-(3-(4'-chloro-[1,1'-biphenyl]-4-yl)-4,5-dihydro-1H-pyrazol-5-yl)quinoxaline